3-ethylsulfanyl-5-(2-pyridyloxy)pyridine-2-carboxylic acid C(C)SC=1C(=NC=C(C1)OC1=NC=CC=C1)C(=O)O